BrC1=C(C2=C(NC(=N2)NCC2CCCCCCC2)C=C1)F (5-bromo-4-fluoro-1H-benzimidazol-2-yl)(cyclooctyl)methylamine